4-amino-8-(6-methoxy-4-methyl-3-oxo-3,4-dihydro-2H-benzo[b][1,4]Oxazin-7-yl)-N-propylisoquinoline-3-carboxamide NC1=C(N=CC2=C(C=CC=C12)C=1C(=CC2=C(OCC(N2C)=O)C1)OC)C(=O)NCCC